COC1=CC2=C(OCCN2)C=C1N1N=C(C=2C=NC(=CC21)C=2C=NN1C2N=CC=C1)NC(OC)=O methyl (1-(6-methoxy-3,4-dihydro-2H-benzo[b][1,4]oxazin-7-yl)-6-(pyrazolo[1,5-a]pyrimidin-3-yl)-1H-pyrazolo[4,3-c]pyridin-3-yl)carbamate